tert-butyl (5S)-2-cyano-5-(1-hydroxyethyl)pyrrolidine-1-carboxylate C(#N)C1N([C@@H](CC1)C(C)O)C(=O)OC(C)(C)C